6-chloro-N-[(1S)-1-[2-(6-chloropyrimidin-4-yl)-1,2,4-triazol-3-yl]ethyl]-8-(trifluoro-methyl)quinazolin-4-amine ClC=1C=C2C(=NC=NC2=C(C1)C(F)(F)F)N[C@@H](C)C=1N(N=CN1)C1=NC=NC(=C1)Cl